3-chlorobenzyl ((2S)-3-cyclohexyl-1-(((2S)-1-(diethoxyphosphoryl)-1-hydroxy-5-oxo-5-(2,3,4,5-tetrahydro-1H-benzo[e][1,4]diazepin-1-yl)pentan-2-yl)amino)-1-oxopropan-2-yl)carbamate C1(CCCCC1)C[C@@H](C(=O)N[C@H](C(O)P(=O)(OCC)OCC)CCC(N1CCNCC2=C1C=CC=C2)=O)NC(OCC2=CC(=CC=C2)Cl)=O